FC1(CCN(CCC1)C1=NC2=CC=CC=C2C=C1C=1NC2=CC=CN=C2C(C1)=O)F 2-[2-(4,4-Difluoroazepan-1-yl)-3-quinolinyl]-1H-1,5-naphthyridin-4-one